C(CC)C1=C(C(=O)OCCC)C=C(C(=C1O)O)O propyl (propyl 3,4,5-trihydroxybenzoate)